tert-Butyl 2-methyl-5-nitro-1H-indole-1-carboxylate CC=1N(C2=CC=C(C=C2C1)[N+](=O)[O-])C(=O)OC(C)(C)C